(4S,5R)-3-fluoro-5-((R)-5H-imidazo[5,1-a]isoindol-5-yl)-4,5,6,7-tetrahydropyrazolo[1,5-a]pyridin-4-ol FC=1C=NN2C1[C@H]([C@H](CC2)[C@H]2N1C(C3=CC=CC=C23)=CN=C1)O